C(CCCCCCCC=CCCCCCCCC)(=O)O 9-octadecenoic acid